((3-methoxy-4-nitrophenyl)thio)methyl acetate C(C)(=O)OCSC1=CC(=C(C=C1)[N+](=O)[O-])OC